methyl (1S,3S)-1-(((cis-4-(4-methoxypyrimidin-2-yl)cyclohexyl)oxy)methyl)-3-(methylsulfonamido)cyclopentane-1-carboxylate COC1=NC(=NC=C1)[C@H]1CC[C@H](CC1)OC[C@]1(C[C@H](CC1)NS(=O)(=O)C)C(=O)OC